ethyl (2-cyano-2-(2-(3,5-dichloro-4-((5-cyclobutyl-6-oxo-1,6-dihydropyridazin-3-yl)oxy)phenyl)hydrazineylidene)acetyl)carbamate C(#N)C(C(=O)NC(OCC)=O)=NNC1=CC(=C(C(=C1)Cl)OC1=NNC(C(=C1)C1CCC1)=O)Cl